5-(3-fluorophenyl)-N-[(pyridin-3-yl)methyl]-6-[4-(trifluoromethyl)phenoxy]pyridine-3-carboxamide FC=1C=C(C=CC1)C=1C=C(C=NC1OC1=CC=C(C=C1)C(F)(F)F)C(=O)NCC=1C=NC=CC1